Hept-7-yl-pyrimidine-2,4-diamine CCCCCCCC=1C(=NC(=NC1)N)N